OC=1C(=NC=CC1)C=1SC[C@H](N1)C1SC[C@@H](N1C)C(=O)O (4S)-2-((S)-2-(3-hydroxypyridin-2-yl)-4,5-dihydrothiazol-4-yl)-3-methylthiazolidine-4-carboxylic acid